C1(CCCC1)NC(CN1N=C(C=CC1=O)C1=CC=C(C=C1)C)=O N-cyclopentyl-2-(6-oxo-3-(p-tolyl)pyridazin-1(6H)-yl)acetamide